pyrimidin-4-yl-isobutyramide tert-butyl-3-iodo-6-phenyl-5,6-dihydrocyclopenta[c]pyrazole-2(4H)-carboxylate C(C)(C)(C)OC(=O)N1N=C2C(=C1I)CCC2C2=CC=CC=C2.N2=CN=C(C=C2)C(C(=O)N)(C)C